CC1(C=2C=CC=CC2C(CC1)(C)C)C 5,5,8,8-tetramethyl-5,6,7,8-tetrahydronaphthalene